NC1C(CCC1)N 1,2-diaminocyclopentane